ClC=1C(=C2N=C(N=C3C2=C(CC[C@H]2COCCCN32)N1)S(=O)(=O)CC)F (S)-2-chloro-12-(ethylsulfonyl)-1-fluoro-4,5,5a,6,9,10-hexahydro-8H-7-oxa-3,10a,11,13-tetraazanaphtho[1,8-ab]heptalene